8,10-dioxo-3-azaspiro[5.5]undecane-3-carboxylic acid tert-butyl ester C(C)(C)(C)OC(=O)N1CCC2(CC1)CC(CC(C2)=O)=O